C(C)(=O)NC1=CC=C(C=C1)S(=O)(=O)NC1=CC=C(C2=CC=CC=C12)N([C@H](CC(=O)O)C)CC#C (S)-3-((4-((4-acetamidophenyl)sulfonamido)naphthalen-1-yl)(prop-2-yn-1-yl)amino)butanoic acid